BrCC1=CC2=C(S1)C=CC=C2 (bromomethyl)benzo[b]thiophene